methyl 1-(2-((2-((3-chloro-2-fluorobenzyl) amino)-2-oxoethyl) (cyclopropyl) amino)-2-oxoethyl)-3-cyano-1H-pyrazolo[3,4-b]pyridine-5-carboxylate ClC=1C(=C(CNC(CN(C(CN2N=C(C=3C2=NC=C(C3)C(=O)OC)C#N)=O)C3CC3)=O)C=CC1)F